N[C@H]1CN(C[C@@H](C1)F)C(=O)C1=CC2=C(N(C(=N2)C2=CC=3C=4N2C(CN(C4C=CC3)CCCO)CC)CC#C)C(=C1)OC ((3R,5R)-3-amino-5-fluoropiperidin-1-yl)(2-(3-ethyl-1-(3-hydroxypropyl)-2,3-dihydro-1H-pyrrolo[1,2,3-de]quinoxalin-5-yl)-7-methoxy-1-(prop-2-yn-1-yl)-1H-benzo[d]imidazol-5-yl)methanone